BrC=1C=CC=2N(N1)C=NN2 6-bromo-[1,2,4]triazolo[4,3-b]pyridazine